C(C)(C)C(C(=O)O)CCCCCC\C=C/C\C=C/CCCCC.C(CCCCCCC\C=C/C\C=C/CCCCC)(=O)OC(C)C isopropyl linoleate (isopropyl linoleate)